C(C)N(C(=O)N)C1=CC=CC=C1 N-ethyl-N-Phenylurea